5-amino-1-(2,5,8,11,14,17,20,23,26,29,32,35-dodecaoxaheptatriacontan-37-yl)pyrimidine-2,4(1H,3H)-dione NC=1C(NC(N(C1)CCOCCOCCOCCOCCOCCOCCOCCOCCOCCOCCOCCOC)=O)=O